hexane-2,3,4,5-tetrol CC(C(C(C(C)O)O)O)O